FC(OC1=CC=C(C=C1)CO)(F)F (4-(trifluoromethoxy)phenyl)methanol